succinic acid mono-isohexyl ester C(CCC(C)C)OC(CCC(=O)O)=O